ClC=1C=C(C=C2C(=C(C=NC12)C#N)NCC(C)(C)C)N[C@@H](C1=C2C=NN(C2=CC=C1)C)C=1N=NN(C1)CC1=C(C=CC=C1F)F (S)-8-chloro-6-(((1-(2,6-difluorobenzyl)-1H-1,2,3-triazol-4-yl)(1-methyl-1H-indazol-4-yl)methyl)amino)-4-(neopentylamino)quinoline-3-carbonitrile